di-n-octyl adipate C(CCCCC(=O)OCCCCCCCC)(=O)OCCCCCCCC